ClP(C1=CC(=CC=C1)CCCCCCCCCC)C1=CC(=CC=C1)CCCCCCCCCC chlorobis(3-decylphenyl)phosphine